FC(OC1=CC=C(C=C1)C=1C2=C(N=C(N1)CN)SC=N2)(F)F (7-(4-(trifluoromethoxy)phenyl)thiazolo[5,4-d]pyrimidin-5-yl)methylamine